C(C1=CC=CC=C1)OC1=C(C=C2C=CC(=CC2=C1)OCCCNC(OC(C)(C)C)=O)B1OC(C(O1)(C)C)(C)C tert-butyl (3-((7-(benzyloxy)-6-(4,4,5,5-tetramethyl-1,3,2-dioxaborolan-2-yl)naphthalen-2-yl)oxy)propyl)carbamate